4-((3,5-dibromophenyl)amino)but-2-en-1-ol BrC=1C=C(C=C(C1)Br)NCC=CCO